C(OCCS)COCCS 2,2'-(Ethylenedioxy)diethanthiol